3-(3-(difluoromethoxy)phenyl)-1-isopropyl-1H-pyrazolo[4,3-b]pyridine-6-carboxylic acid FC(OC=1C=C(C=CC1)C1=NN(C=2C1=NC=C(C2)C(=O)O)C(C)C)F